O=C1N(C(C=2C=CC=3C(N4C(C=5C3C2C1=CC5)=NC5=C4C=C(C(=C5)C#N)C#N)=O)=O)C5=CC=CC=C5 1,2,3,6-tetrahydro-1,3,6-trioxo-2-phenylbenzo[lmn]benzimidazo[2,1-b][3,8]phenanthroline-9,10-dicarbonitrile